S1C(=CC=C1)CCCN 3-(2-thienyl)-1-propylamine